BrC=1C=CC2=CN(N=C2C1F)[C@@H](C(=O)OC)C1=CC=CC=C1 |r| methyl (2RS)-2-(6-bromo-7-fluoro-indazol-2-yl)-2-phenyl-acetate